rac-(1S*,2S*)-2-(3-chlorophenyl)-N-(4-(((6-cyclopropyl-8-(3-hydroxyoxetan-3-yl)imidazo[1,2-a]pyridin-2-yl)methyl)amino)pyridin-2-yl)cyclopropane-1-carboxamide ClC=1C=C(C=CC1)[C@@H]1[C@H](C1)C(=O)NC1=NC=CC(=C1)NCC=1N=C2N(C=C(C=C2C2(COC2)O)C2CC2)C1 |r|